C(C)C=1C=CC(=NC1)CCN1CCOCC1 4-[2-(5-ethyl-2-pyridyl)ethyl]morpholine